N-(5-((6-((R)-3-(2,4-difluorophenyl)isoxazolidine-2-yl)pyrimidine-4-yl)amino)-4-methoxy-2-(4-((2-methoxyethyl)(methyl)-amino)piperidine-1-yl)phenyl)acrylamide FC1=C(C=CC(=C1)F)[C@@H]1N(OCC1)C1=CC(=NC=N1)NC=1C(=CC(=C(C1)NC(C=C)=O)N1CCC(CC1)N(C)CCOC)OC